O[C@@H]1C=2C=CC(=CC2CC[C@@H]1[C@H]1N2C(C3=CC=CC=C13)=CN=C2)C(=O)N(C)C (5S,6R)-5-hydroxy-6-((R)-5H-imidazo[5,1-a]isoindol-5-yl)-N,N-dimethyl-5,6,7,8-tetrahydronaphthalene-2-carboxamide